C(CCC)(=O)C(C(=O)O)(O)C Butyryl-lactic acid